ClC(CC(=O)O)(Cl)Cl Trichloropropionic Acid